5-(pyrimidin-5-yl)pyridin-2(1H)-one N1=CN=CC(=C1)C=1C=CC(NC1)=O